C(C)(C)(C)OC(=O)NC=1SC=C(N1)C(=O)OC methyl 2-(tert-butoxycarbonylamino)thiazole-4-carboxylate